2-(4-methylbenzyl)-naphthalene CC1=CC=C(CC2=CC3=CC=CC=C3C=C2)C=C1